CC1=NN(C2=NC(=CN=C21)N2CC1(CN(C1)C=1C=NC(=NC1)C(F)(F)F)CC2)C2COC2 6-[3-methyl-1-(oxetan-3-yl)-1H-pyrazolo[3,4-b]pyrazin-6-yl]-2-[2-(trifluoromethyl)pyrimidin-5-yl]-2,6-diazaspiro[3.4]octane